N-(4-fluorophenyl)-N-(4-((6-hydroxy-7-methoxyquinolin-4-yl)oxy)phenyl)cyclopropane-1,1-dicarboxamide FC1=CC=C(C=C1)N(C(=O)C1(CC1)C(=O)N)C1=CC=C(C=C1)OC1=CC=NC2=CC(=C(C=C12)O)OC